C(C)OC(=O)C=1C=2C=CC(OC2C2=C(C1)C(=CC=C2)OCC2=CC=CC=C2)(C)C.BrC=2C(=C1C(CN(C(C1=CC2)=O)CC(=O)NC2=NC=C(C=N2)F)C(F)F)F 2-[6-bromo-4-(difluoromethyl)-5-fluoro-1-oxo-3,4-dihydroisoquinolin-2-yl]-N-(5-fluoropyrimidin-2-yl)acetamide Ethyl-7-(benzyloxy)-2,2-dimethyl-2H-benzo[H]chromene-5-carboxylate